1-methyl-5-mercapto-tetrazole CN1N=NN=C1S